(5R,8S)-N-(4,5-dichloro-2-methoxyphenyl)-1-fluoro-6,7,8,9-tetrahydro-5H-5,8-epimino-cyclohepta[c]pyridine-10-carboxamide ClC1=CC(=C(C=C1Cl)NC(=O)N1[C@@H]2CC[C@H]1CC=1C(=NC=CC12)F)OC